O=C1NC(CC[C@H]1NC(C1=NC=C(C=C1)N1CCN(CC1)CC1CCN(CC1)C1=C(C=C(C=C1)[C@@H]1[C@@H](COC2=CC(=CC=C12)O)C1=CC=CC=C1)F)=O)=O |&1:6| rac-N-(2,6-dioxopiperidin-3-yl)-5-(4-((1-(2-fluoro-4-((3R,4S)-7-hydroxy-3-phenylchroman-4-yl)phenyl)piperidin-4-yl)methyl)piperazin-1-yl)picolinamide